6-benzyloxymethoxy-1,3-dimethylhexylmagnesium iodide C(C1=CC=CC=C1)OCOCCCC(CC(C)[Mg]I)C